1-[4-(2-hydroxyethoxy)phenyl]-2-hydroxymethylpropane-1-On OCCOC1=CC=C(C=C1)C(C(C)CO)=O